(3R,4R)-4-(3,4-dimethoxybenzyl)-3-(3-methoxy-4-(((2R,3S,4S,5S,6R)-3,4,5-trihydroxy-6-methyltetrahydro-2H-pyran-2-yl)oxy)benzyl)dihydrofuran COC=1C=C(CC=2[C@H](COC2)CC2=CC(=C(C=C2)O[C@H]2O[C@@H]([C@H]([C@@H]([C@@H]2O)O)O)C)OC)C=CC1OC